BrC(C(=O)N)(Cl)Cl 2-bromo-2,2-dichloroacetamide